methyl (3aS,5S,6S,6aS)-6-bromo-2-oxohexahydro-2H-cyclopenta[d][1,3]oxazole-5-carboxylate Br[C@H]1[C@@H](C[C@@H]2NC(O[C@@H]21)=O)C(=O)OC